ClC=1C=C(C(=NC1)N1C([C@H](N(C(C1)=O)CC1=CC=C(C=C1)C)C1COC1)=O)F (R)-1-(5-chloro-3-fluoropyridin-2-yl)-4-(4-methylbenzyl)-3-(oxetan-3-yl)piperazine-2,5-dione